CN1N=C2[C@@H](NCCC2=C1C=1C(=NN(C1)C)C(F)(F)F)C (S)-2,7-Dimethyl-3-(1-methyl-3-(trifluoromethyl)-1H-pyrazol-4-yl)-4,5,6,7-tetrahydro-2H-pyrazolo[3,4-c]pyridine